C(C=C)OCC(C(=O)OC1CCC(CC1)C)=C 4-methylcyclohexyl α-allyloxymethylacrylate